azanediyldi(ethane-2,1-diyl) bistetradecanoate mesylate S(C)(=O)(=O)O.C(CCCCCCCCCCCCC)(=O)OCCNCCOC(CCCCCCCCCCCCC)=O